tert-butyl (1-(5-(3-((5-cyano-4-(4-fluorophenyl)thiazol-2-yl)(methyl)amino)-2-ethyl imidazo[1,2-a]pyridin-6-yl)pyrimidin-2-yl)piperidin-4-yl)carbamate C(#N)C1=C(N=C(S1)N(C1=C(N=C2N1C=C(C=C2)C=2C=NC(=NC2)N2CCC(CC2)NC(OC(C)(C)C)=O)CC)C)C2=CC=C(C=C2)F